ClC1=C(C(=O)NC2=CC(=C(C=C2)N=C2NC3=C(N2)C=CC=C3)Cl)C=CC(=C1)N=C1NC3=C(N1)C=CC=C3 2-chloro-N-(3-chloro-4-((1,3-dihydro-2H-benzo[d]imidazol-2-ylidene)amino)phenyl)-4-((1,3-dihydro-2H-benzo[d]imidazol-2-ylidene)amino)benzamide